N2-(tert-butoxycarbonyl)-N-{(2S)-4-chloro-3-oxo-1-[(3S)-2-oxopiperidin-3-yl]butan-2-yl}-L-leucinamide C(C)(C)(C)OC(=O)N[C@@H](CC(C)C)C(=O)N[C@@H](C[C@H]1C(NCCC1)=O)C(CCl)=O